N-(4-hydroxy-3,5-dimethoxyphenyl)-N-(phenylsulfonyl)benzenesulfonamide OC1=C(C=C(C=C1OC)N(S(=O)(=O)C1=CC=CC=C1)S(=O)(=O)C1=CC=CC=C1)OC